vinylnaphthalenedicarboxylic acid C(=C)C1=C(C(=C2C=CC=CC2=C1)C(=O)O)C(=O)O